FCCOC=1C=C2C=C(N(C2=CC1)C(=O)OC(C)(C)C)C=1C=NC(=CC1)N1C[C@@H](CCC1)O tert-butyl 5-(2-fluoroethoxy)-2-{6-[(3R)-3-hydroxypiperidin-1-yl]pyridin-3-yl}-1H-indole-1-carboxylate